N1C(NC2=NC=CC=C21)=O 1,3-DIHYDRO-IMIDAZO[4,5-B]PYRIDIN-2-ONE